C(CCCC(=O)[O-])(=O)OC mono-Methyl glutarate